2-(2-Amino-9-((2R,3R,5S)-3-hydroxy-5-(hydroxymethyl)tetrahydrofuran-2-yl)-6,8-dioxo-1,6,8,9-tetrahydro-7H-purin-7-yl)acetaldehyd NC=1NC(C=2N(C(N(C2N1)[C@@H]1O[C@@H](C[C@H]1O)CO)=O)CC=O)=O